4-Amino-6-((3-chloro-5-fluorophenyl)amino)-N-(2,3-dihydro-1H-inden-2-yl)picolinamide hydrochloride Cl.NC1=CC(=NC(=C1)NC1=CC(=CC(=C1)F)Cl)C(=O)NC1CC2=CC=CC=C2C1